4-((2-(tert-butylamino)-2-oxoethyl)(methyl)amino)-2-chloro-6,7-dihydro-5H-cyclopenta[d]pyrimidin-7-yl acetate C(C)(=O)OC1CCC2=C1N=C(N=C2N(C)CC(=O)NC(C)(C)C)Cl